4-(Bromomethyl)thiopheneboronic acid BrCC=1C=C(SC1)B(O)O